6-(2,5-Dimethylphenyl)-2-(pyrimidin-2-yl)-5,6,7,8-tetrahydrophthalazin-1(2H)-one CC1=C(C=C(C=C1)C)C1CC=2C=NN(C(C2CC1)=O)C1=NC=CC=N1